9,10-DIPHENYLANTHRACENE C1(=CC=CC=C1)C=1C2=CC=CC=C2C(=C2C=CC=CC12)C1=CC=CC=C1